N-((1R,2R)-2-methoxycyclobutyl)-6-(1-((3S,4R)-3-methoxytetrahydro-2H-pyran-4-yl)-1H-pyrrolo[2,3-b]pyridin-3-yl)-8-(methylamino)imidazo[1,2-b]pyridazine-3-carboxamide CO[C@H]1[C@@H](CC1)NC(=O)C1=CN=C2N1N=C(C=C2NC)C2=CN(C1=NC=CC=C12)[C@H]1[C@@H](COCC1)OC